tert-butyl (S)-2-(3-(4-((4-(tert-butyl)phenyl)ethynyl)-3-(trifluoromethyl)phenyl)-1,2,4-oxadiazol-5-yl)pyrrolidine-1-carboxylate C(C)(C)(C)C1=CC=C(C=C1)C#CC1=C(C=C(C=C1)C1=NOC(=N1)[C@H]1N(CCC1)C(=O)OC(C)(C)C)C(F)(F)F